2-(2-(3,3-difluoro-1-(3-nitrophenyl)cyclobutyl)acetyl)-N-methylhydrazinecarbothioamide FC1(CC(C1)(C1=CC(=CC=C1)[N+](=O)[O-])CC(=O)NNC(NC)=S)F